{4-[2'-(2,2,2-trifluoro-ethoxy)-biphenyl-4-yl]-4-hydroxy-tetrahydro-furan-3-yl}propane-2-sulfonamide FC(COC1=C(C=CC=C1)C1=CC=C(C=C1)C1(C(COC1)CC(C)S(=O)(=O)N)O)(F)F